CC1=CN=C2N1C=C(C=C2C(=O)NC=2C=NC=C(C2)C2(CC(C2)C)C2=NN=CN2C)CNC2(CCC2)C 3-methyl-N-(5-((1s,3s)-3-methyl-1-(4-methyl-4H-1,2,4-triazol-3-yl)cyclobutyl)pyridin-3-yl)-6-(((1-methylcyclobutyl)amino)methyl)imidazo[1,2-a]pyridine-8-carboxamide